2-(4,4-Difluoropiperidin-1-yl)-6-methylpyrimidin-4-amine FC1(CCN(CC1)C1=NC(=CC(=N1)N)C)F